BrC1=NN(C2=C1CN(CC2)C(C)=O)C2CCOCC2 1-(3-bromo-1-(tetrahydro-2H-pyran-4-yl)-1,4,6,7-tetrahydro-5H-pyrazolo[4,3-c]pyridin-5-yl)ethan-1-one